OCCNC1=C(C=C(C=C1)[N+](=O)[O-])NCCO 1,2-bis(beta-hydroxyethyl)amino-4-nitrobenzene